4-((5-bromo-4-chloro-1-(phenylsulfonyl)-1H-pyrrolo[2,3-b]pyridin-2-yl)methyl)morpholine BrC=1C(=C2C(=NC1)N(C(=C2)CN2CCOCC2)S(=O)(=O)C2=CC=CC=C2)Cl